trisulfhydryl-triazine SC1=C(C(=NN=N1)S)S